NC=1SC(=CN1)C(=O)NC1=C(C=C(C(=C1)C(NC1=NC=C(C=N1)C1CC1)=O)F)Cl 2-Amino-N-[2-chloro-5-[(5-cyclopropylpyrimidin-2-yl)carbamoyl]-4-fluorophenyl]-1,3-thiazole-5-carboxamide